O1CC(C1)N1N=CC2=C(C=C(C=C12)C(=O)[O-])B1OC(C(O1)(C)C)(C)C 1-(oxetan-3-yl)-4-(4,4,5,5-tetramethyl-1,3,2-dioxaborolane-2-yl)-1H-Indazole-6-carboxylate